(5R,6S)-5-(4-(4-(dimethoxymethyl)piperidin-1-yl)phenyl)-8,8-difluoro-6-phenyl-5,6,7,8-tetrahydronaphthalen-2-ol COC(C1CCN(CC1)C1=CC=C(C=C1)[C@@H]1C=2C=CC(=CC2C(C[C@@H]1C1=CC=CC=C1)(F)F)O)OC